C(CCC(=O)C)(=O)OC1=CC(C)=CC=C1C(C)C thymyl levulinate